ClC1=CC=CC=C1C(=O)NC1=CC=CC=C1 6-chloro-N-phenyl-benzamide